6-chloro-1-methyl-4-(1-(methylsulfonyl)hexa-hydropyrrolo[3,4-b]pyrrol-5(1H)-yl)-1H-indazole ClC1=CC(=C2C=NN(C2=C1)C)N1CC2N(CCC2C1)S(=O)(=O)C